2-cyclopropyl-3-(2,4-difluorophenyl)propanenitrile C1(CC1)C(C#N)CC1=C(C=C(C=C1)F)F